NCC1=CC=C(C=C1)CN(C1=CC(=NN1C(C(C)(C)C)=O)C1N(CC1)S(=O)(=O)C)C 1-[5-({[4-(Aminomethyl)phenyl]methyl}(methyl)amino)-3-(1-methansulfonylazetidin-2-yl)-1H-pyrazol-1-yl]-2,2-dimethylpropan-1-on